8-(4-(methoxy)phenyl)-N-(4-(2-(pyrrolidinyl)ethoxy)phenyl)quinazolin-2-amine COC1=CC=C(C=C1)C=1C=CC=C2C=NC(=NC12)NC1=CC=C(C=C1)OCCN1CCCC1